N-(1-benzyl-4-piperidinyl)-3-[6-(1-piperidinyl)-[1,2,4]triazolo[4,3-b]pyridazin-3-yl]propanamide C(C1=CC=CC=C1)N1CCC(CC1)NC(CCC1=NN=C2N1N=C(C=C2)N2CCCCC2)=O